oxalic acid boron [B].C(C(=O)O)(=O)O